COC(COC)C1OCCCC1 1,2-dimethoxyethyl-oxane